COC=1C=C(OCC2OCCNC2)C=CC1 2-(3-methoxyphenoxymethyl)tetrahydro-1,4-oxazine